3-hydroxy-1-(6-((2,2,3,3-tetramethyl-4,7,10,13,16,19-hexaoxa-3-silahenicosan-21-yl)oxy)naphthalen-1-yl)butan-1-one OC(CC(=O)C1=CC=CC2=CC(=CC=C12)OCCOCCOCCOCCOCCOCCO[Si](C(C)(C)C)(C)C)C